BrC1=CC(=C2C(N(C(C2=C1)=O)CC1=CC=C(C=C1)Cl)(OCC1(CC1)CO)C1=CC=C(C=C1)Cl)F 6-Bromo-2-(4-chlorobenzyl)-3-(4-chlorophenyl)-4-fluoro-3-((1-(hydroxymethyl)cyclopropyl)methoxy)isoindolin-1-one